O=C1NC=2C(=CC=3CN(CC3C2)C(C)=O)N1C(C)=O 1,1'-(2-oxo-2,3,5,7-tetrahydroimidazo[4,5-f]isoindole-1,6-diyl)bis(ethan-1-one)